5-(3,5-dimethoxybenzyl)-8,9-dimethyl-3-(morpholin-4-yl)imidazo[1,2-c]pteridin-6(5h)-one COC=1C=C(CN2C(N3C(C4=NC=C(N=C24)N2CCOCC2)=NC(=C3C)C)=O)C=C(C1)OC